ClC=1C(=NC=C(C1)Cl)CCNC1=NC=NC(=C1Cl)C N-(2-(3,5-dichloropyridin-2-yl)ethyl)-5-chloro-6-methylpyrimidin-4-amine